ClC1=C(C=C(OC2CCN(CC2)C(=O)OC(C)(C)C)C=C1)N1N=CC=C1 tert-Butyl 4-(4-chloro-3-pyrazol-1-yl-phenoxy)piperidine-1-carboxylate